1-butyl-3-methylimidazole bis(trifluoromethylsulfonyl)amide salt FC(S(=O)(=O)[N-]S(=O)(=O)C(F)(F)F)(F)F.C(CCC)N1CN(C=C1)C